9,10-Anthracenedicarboxaldehyde bis[(4,5-dihydro-1H-imidazol-2-yl)hydrazone] Dihydrochloride Cl.Cl.N1C(=NCC1)NN=CC=1C2=CC=CC=C2C(=C2C=CC=CC12)C=NNC=1NCCN1